ClC1=CC=C(C=C1)C1=CC(=NC(=N1)C=1C=NC=CC1)N1CCN(CC1)C(=O)C=1OC=CC1 (4-(6-(4-chlorophenyl)-2-(pyridin-3-yl)pyrimidin-4-yl)piperazin-1-yl)(furan-2-yl)methanone